2-bis(2,6-dimethoxyphenyl)phosphino-6-(2,6-diisopropylphenyl)phenol COC1=C(C(=CC=C1)OC)P(C1=C(C(=CC=C1)C1=C(C=CC=C1C(C)C)C(C)C)O)C1=C(C=CC=C1OC)OC